3-(5-(difluoromethyl)-1,3,4-thiadiazol-2-yl)-N-(1-methylcyclopropyl)-8-(2-oxa-8-azaspiro[4.5]decan-8-yl)imidazo[1,5-a]pyridine-6-sulfonamide FC(C1=NN=C(S1)C1=NC=C2N1C=C(C=C2N2CCC1(CCOC1)CC2)S(=O)(=O)NC2(CC2)C)F